1-ethyl-3-(3-(dimethylamino)-propyl)carbodiimide hydrochloride Cl.C(C)N=C=NCCCN(C)C